C(C)(C)(C)C1=NOC(=C1)NC(OC1=CC=CC=C1)=O phenyl (3-tert-butyl-isoxazol-5-yl)-carbamate